IC1=C(C=CC=C1)S(=O)(=O)[O-].[Na+] sodium iodobenzenesulfonate